FC1=CC=C(C=C1)[C@H](C)NC1=NC(=CC(=N1)NC1=NC=CN=C1)C=1C=NNC1 (S)-N2-[1-(4-fluorophenyl)ethyl]-N4-(pyrazin-2-yl)-6-(1H-pyrazol-4-yl)pyrimidine-2,4-Diamine